(+-)-2-tert-butyl-5-methyl-2-propyl-2,5-dihydrofuran C(C)(C)(C)C1(OC(C=C1)C)CCC